8-(5-chloro-2-fluorophenyl)-N2-(6-morpholinylpyridin-3-yl)pyrido[3,4-d]pyrimidine-2,4-diamine ClC=1C=CC(=C(C1)C1=NC=CC2=C1N=C(N=C2N)NC=2C=NC(=CC2)N2CCOCC2)F